C(CCC)OCOCCCC(CC(CC(CC(CC(CC(C)I)C)C)C)C)C 14-iodo-4,6,8,10,12-pentamethylpentadecyl butyloxymethyl ether